(2S,4R)-2-(5-bromo-3-chloro-2-fluorobenzylcarbamoyl)-4-fluoropyrrolidine-1-carboxylic acid tert-butyl ester C(C)(C)(C)OC(=O)N1[C@@H](C[C@H](C1)F)C(NCC1=C(C(=CC(=C1)Br)Cl)F)=O